(2-(2-methyl-1H-indol-3-yl)ethyl)carbamic acid tert-butyl ester C(C)(C)(C)OC(NCCC1=C(NC2=CC=CC=C12)C)=O